C1(=CC=CC=C1)C(C(=O)[O-])C phenylpropanoic acid anion